FC(C=1C=C2CC[C@H](C2=CC1)NC(OC(C)(C)C)=O)F tert-butyl (R)-(5-(difluoromethyl)-2,3-dihydro-1H-inden-1-yl)carbamate